C(C(C)C)C1=CC=C(C=C1)C(C(=O)N)C 4-isobutyl-alpha-methylphenylacetamide